(3aR,5r,6aS)-2-((benzyloxy)carbonyl)octahydrocyclopenta[c]pyrrole-5-carboxylic acid C(C1=CC=CC=C1)OC(=O)N1C[C@@H]2[C@H](C1)CC(C2)C(=O)O